2-hydroxy-1H-isoindole ON1CC2=CC=CC=C2C1